N-(2-((1r,4r)-4-(([1,4'-bipiperidin]-4-yl(methyl)amino)methyl)cyclohexyl)-6-methyl-Oxy-2H-indazol-5-yl)-6-(trifluoromethyl)picolinamide 3-(trimethoxysilyl)-propylcarbamate CO[Si](CCCNC(O)=O)(OC)OC.N1(CCC(CC1)N(C)CC1CCC(CC1)N1N=C2C=C(C(=CC2=C1)NC(C1=NC(=CC=C1)C(F)(F)F)=O)OC)C1CCNCC1